NC1=C(C(N(N=C1C=C)C1=CC2=CN(N=C2C=C1)C)=O)Cl 5-amino-4-chloro-2-(2-methyl-2H-indazol-5-yl)-6-vinyl-pyridazin-3(2H)-one